FC=1C=CC(=C(C(=O)N2[C@@H](COCC2)C)C1)C=1C=2N(C=C(C1)C1CN(C1)C(CC[C@H]1NCCOC1)C(C)C)C(=NC2F)C (3R)-4-{5-fluoro-2-[1-fluoro-3-methyl-6-(1-{4-methyl-1-[(3R)-morpholin-3-yl]pentan-3-yl}azetidin-3-yl)imidazo[1,5-a]pyridin-8-yl]benzoyl}-3-methylmorpholin